methyl 2-(4-iodo-phenyl)-2,6,6-trimethyl-7-oxo-heptanoate IC1=CC=C(C=C1)C(C(=O)OC)(CCCC(C=O)(C)C)C